methyl 2-(2,2-dimethylpropylsulfonyl)-2-methyl-propionate CC(CS(=O)(=O)C(C(=O)OC)(C)C)(C)C